C(#N)C=1C=CC(=C2N=CC=NC12)N1C[C@@H](CC(C1)(C)C)NC([C@@H](C(C)C)O)=O (2R)-N-[(3R)-1-(8-cyanoquinoxalin-5-yl)-5,5-dimethylpiperidin-3-yl]-2-hydroxy-3-methylbutanamide